CC=1N(C(C2=C(N1)C(=NC(=N2)N2C[C@@H](OCC2)C=2C=NN(C2)C)C2CCC(CC2)C)=O)C 2,3-dimethyl-6-((S)-2-(1-methyl-1H-pyrazol-4-yl)morpholino)-8-((1r,4S)-4-methylcyclohexyl)pyrimido[5,4-d]pyrimidin-4(3H)-one